N1=C(C=CC=C1)C1=CC=NC=C1 (2,4)-bipyridine